C1=C(C=CC=2C3=CC=CC=C3C3=CC=CC=C3C12)C=1C=C(C=CC1)C1=CC(=CC=C1)N1C2=CC=CC=C2C=2C=CC=CC12 9-(3'-(triphenylen-2-yl)-1,1'-biphenyl-3-yl)-9H-carbazole